NC1=C2N=CN(C2=NC(=N1)OC)[C@H]1[C@@H]([C@@H]([C@H](O1)CO[C@@](C(=O)O)(CC1=CC=CC=C1)C1=NN=NN1)O)O (S)-2-(((2R,3S,4R,5R)-5-(6-amino-2-methoxy-9H-purin-9-yl)-3,4-dihydroxytetrahydro-furan-2-yl)methoxy)-3-phenyl-2-(1H-tetrazol-5-yl)propanoic acid